ClC1=CC=C(C=C1)C1=CC=CC=2C3=CC=CC=C3C3(C12)C1=CC=CC=C1C=1C=CC=CC13 (4-chlorophenyl)-9,9'-spirobifluorene